N-(4-(2H-tetrazol-5-yl)phenyl)-2-(4-(5-chloro-2-(4-chloro-1H-1,2,3-triazol-1-yl)phenyl)-5-methoxy-2-oxopyridin-1(2H)-yl)-3-phenylpropionamide N=1NN=NC1C1=CC=C(C=C1)NC(C(CC1=CC=CC=C1)N1C(C=C(C(=C1)OC)C1=C(C=CC(=C1)Cl)N1N=NC(=C1)Cl)=O)=O